lithium hydrogen oxalate tetrahydrate O.O.O.O.C(C(=O)[O-])(=O)O.[Li+]